BrC1=CC=CC=2NC=NC21 4-bromo-1H-benzo[d]imidazol